CN(CCN(CCC(=O)[O-])CCC(=O)[O-])CCNCCC(OCCSSCCCCCCCCCCCC)=O 3,3'-((3-methyl-9-oxo-10-oxa-13,14-dithia-3,6-diazahexacosyl)azanediyl)dipropionate